ClC=1C=C2CCC[C@]3(C2=CC1)CNC1=C(OC3)C=CC(=C1)C(=O)OC(C)(C)C tert-Butyl (S)-6'-chloro-3',4,4',5-tetrahydro-2H,2'H-spiro[benzo[b][1,4]oxazepine-3,1'-naphthalene]-7-carboxylate